F[C@@H]1CC(N(C1)C(=O)OC(C)(C)C)(C(=O)OC)C 1-tert-butyl 2-methyl (4R)-4-fluoro-2-methylpyrrolidine-1,2-dicarboxylate